(S)-5-bromo-4-(3-((tert-butoxycarbonyl)amino)-3-methylpyrrolidin-1-yl)-6-cyanonicotinic acid ethyl ester C(C)OC(C1=CN=C(C(=C1N1C[C@@](CC1)(C)NC(=O)OC(C)(C)C)Br)C#N)=O